(R)-3-fluoro-4-(2-(oxetane-3-carbonyl)-7,10-dioxo-6-(4-(trifluoromethyl)benzyl)-2,6,9-triazaspiro[4.5]decan-9-yl)benzonitrile FC=1C=C(C#N)C=CC1N1CC(N([C@@]2(CCN(C2)C(=O)C2COC2)C1=O)CC1=CC=C(C=C1)C(F)(F)F)=O